C(CCCCCCCCCCC)C(C(=O)[O-])(CC)CCCCCCCCCCCC.C(CCC)[Sn+2]CCCC.C(CCCCCCCCCCC)C(C(=O)[O-])(CC)CCCCCCCCCCCC dibutyl-tin dilauryl-butyrate